tert-butyl 2-(2-(2-isopropylphenyl)-4-((3-methoxy-1-methyl-1H-pyrazol-4-yl) methyl) piperazin-1-yl)-7-azaspiro[3.5]nonane-7-carboxylate C(C)(C)C1=C(C=CC=C1)C1N(CCN(C1)CC=1C(=NN(C1)C)OC)C1CC2(C1)CCN(CC2)C(=O)OC(C)(C)C